8-(6-chloro-5-methylpyridin-3-yl)-2-(2-(3-fluoro-3-methylazetidin-1-yl)-2-oxoethyl)pyrrolo[1,2-a]pyrazin-1(2H)-one ClC1=C(C=C(C=N1)C=1C=CN2C1C(N(C=C2)CC(=O)N2CC(C2)(C)F)=O)C